(1S)-1-[3-(azetidin-1-yl)prop-1-yn-1-yl]-N-(1-methylcyclopropyl)-4-[(1-methylpyrazol-4-yl)(2H2)methyl]-5-oxo-1H,2H-imidazo[1,2-a]quinazoline-7-sulfonamide N1(CCC1)CC#C[C@H]1CN=C2N1C1=CC=C(C=C1C(N2C([2H])([2H])C=2C=NN(C2)C)=O)S(=O)(=O)NC2(CC2)C